O1C[C@H](CC1)NC(=O)C1=NN2C(C=C(C=C2)OC2=NC=CC=C2OCC(F)(F)F)=C1 (S)-N-(Tetrahydrofuran-3-yl)-5-((3-(2,2,2-trifluoroethoxy)pyridin-2-yl)oxy)pyrazolo[1,5-a]pyridine-2-carboxamide